FC=1C=C2C(=NC=3N(C2=CC1)C(=NN3)C)N3CCCCC1=C3C=CC=C1C#CC1(CC1)C(F)(F)F 7-Fluoro-1-methyl-5-[6-[2-[1-(trifluoromethyl)cyclopropyl]ethynyl]-2,3,4,5-tetrahydro-1-benzazepin-1-yl]-[1,2,4]triazolo[4,3-a]quinazoline